zirconium tributoxyacetylacetone C(CCC)OC(C(=O)CC(C)=O)(OCCCC)OCCCC.[Zr]